Cl.Cl.Cl.F[C@H]1C(NC(C[C@H]1OC1=CC=C(N=N1)C1=NC=C(C=C1O)C=1C=CC=2N(C1)N=C(N2)C)(C)C)(C)C 2-(6-{[(3S,4R)-3-fluoro-2,2,6,6-tetramethylpiperidin-4-yl]oxy}pyridazin-3-yl)-5-(2-methyl[1,2,4]triazolo[1,5-a]pyridin-6-yl)pyridin-3-ol trihydrochloride